C(C)(C)OC1=NC=2N(C=C1C(=O)NC=1C(N(C=CC1)C1C(C1)C)=O)C=C(N2)[C@]21CO[C@](CC2)(C1)C 7-isopropoxy-2-((1r,4s)-1-methyl-2-oxabicyclo[2.2.1]hept-4-yl)-N-(1-(2-methylcyclopropyl)-2-oxo-1,2-dihydropyridin-3-yl)imidazo[1,2-a]pyrimidine-6-carboxamide